2-chloro-6-(4,4-difluoropiperidin-1-yl)pyridin-4-amine ClC1=NC(=CC(=C1)N)N1CCC(CC1)(F)F